2-Chloro-4-[[4-[1-ethyl-4-(trifluoromethyl)imidazol-2-yl]phenyl]methoxy]-5-methyl-pyrimidine ClC1=NC=C(C(=N1)OCC1=CC=C(C=C1)C=1N(C=C(N1)C(F)(F)F)CC)C